C1(CC1)OC1=CC(=CC(=N1)N1CCN(CC1)S(=O)(=O)C1=CC=C(N)C=C1)C(F)(F)F 4-[4-[6-(cyclopropyloxy)-4-(trifluoromethyl)-2-pyridinyl]piperazin-1-yl]sulfonylaniline